sodium 2-(fmoc-amino)benzenesulfonate C(=O)(OCC1C2=CC=CC=C2C2=CC=CC=C12)NC1=C(C=CC=C1)S(=O)(=O)[O-].[Na+]